rac-Benzyl ((2S,3R,4R)-2-cyclopropyl-3-methyl-1-propionyl-1,2,3,4-tetrahydroquinolin-4-yl)carbamate C1(CC1)[C@@H]1N(C2=CC=CC=C2[C@@H]([C@H]1C)NC(OCC1=CC=CC=C1)=O)C(CC)=O |r|